5-(2-Fluoro-6-cyclopropylphenyl)-3-(4-(4-methylpiperazin-1-yl)phenyl)-1H-pyrazolo[4,3-c]pyridazin-6(5H)-one FC1=C(C(=CC=C1)C1CC1)N1N=C2C(=CC1=O)NN=C2C2=CC=C(C=C2)N2CCN(CC2)C